N-[(4-fluoro-1H-benzimidazol-2-yl)(4-methylcyclohexyl)methyl]carbamic acid tert-butyl ester C(C)(C)(C)OC(NC(C1CCC(CC1)C)C1=NC2=C(N1)C=CC=C2F)=O